(6-(4-(Tert-butoxycarbonyl)piperazin-1-yl)-5-methylpyridin-3-yl)boronic acid C(C)(C)(C)OC(=O)N1CCN(CC1)C1=C(C=C(C=N1)B(O)O)C